2-chloro-4-phenyl-6-(9,9'-spirobi[9H-fluoren]-2-yl)-1,3,5-triazine ClC1=NC(=NC(=N1)C1=CC=CC=C1)C1=CC=2C3(C4=CC=CC=C4C2C=C1)C1=CC=CC=C1C=1C=CC=CC13